trans-2-(trifluoromethyl)cyclopropylmethanol FC([C@H]1[C@@H](C1)CO)(F)F